CC1=CC=C(C=C1)S(=O)(=O)O.NC/C(/COC1=CC2=C(N=C(O2)N2CCS(CC2)(=O)=O)C=C1)=C\F (E)-4-(6-((2-(aminomethyl)-3-fluoro-allyl)oxy)benzo[d]oxazol-2-yl)thiomorpholine 1,1-dioxide 4-methylbenzenesulfonate